(S)-2-(4-(2-((4-cyano-2-fluorobenzyl)oxy)pyrimidin-4-yl)-2-fluoro-5-methylbenzyl)-1-(4,4-dimethyltetrahydrofuran-3-yl)-4-fluoro-1H-benzo[d]imidazole-6-carboxylic acid C(#N)C1=CC(=C(COC2=NC=CC(=N2)C2=CC(=C(CC3=NC4=C(N3[C@@H]3COCC3(C)C)C=C(C=C4F)C(=O)O)C=C2C)F)C=C1)F